3-iodo-5-(pentafluorosulfanyl)benzonitrile IC=1C=C(C#N)C=C(C1)S(F)(F)(F)(F)F